diethyl(1-phenylpropan-2-yl)phosphoramidate C(C)C(C(CC1=CC=CC=C1)NP([O-])([O-])=O)CC